phosphinolysine PN[C@@H](CCCCN)C(=O)O